BrC1=CC=C(OC2(CC2)C(=O)O)C=C1 4-bromophenoxycyclopropane-1-carboxylic acid